COC1=C(C=NC=C1)NC=1N=CC2=C(N1)N1C(C(=C2)C=2C=C(C=CC2C)NC(C2=NC=CC(=C2)C(F)(F)F)=O)=NCC1 N-(3-(2-((4-methoxypyridin-3-yl)amino)-8,9-dihydroimidazo[1',2':1,6]pyrido[2,3-d]pyrimidin-6-yl)-4-methylphenyl)-4-(trifluoromethyl)picolinamide